4'-cyano-[1,1'-biphenyl] C(#N)C1=CC=C(C=C1)C1=CC=CC=C1